1-(decyloxy)dodeca-1,10-diene C(CCCCCCCCC)OC=CCCCCCCCC=CC